5-[4-amino-5-(trifluoromethyl)pyrrolo[2,1-f][1,2,4]triazin-7-yl]-2-ethyl-N-[(3R,4S)-4-fluoro-1-(2-fluorobenzoyl)pyrrolidin-3-yl]benzamide NC1=NC=NN2C1=C(C=C2C=2C=CC(=C(C(=O)N[C@@H]1CN(C[C@@H]1F)C(C1=C(C=CC=C1)F)=O)C2)CC)C(F)(F)F